O[C@H](COC=1C=C(C=CC1)S(=O)(=O)CC(=O)N)CN[C@H]1COC2(C1)CCN(CC2)S(=O)(=O)C=2C=NC1=CC=CC=C1C2 2-(3-((S)-2-hydroxy-3-((R)-8-(quinolin-3-ylsulfonyl)-1-oxa-8-azaspiro[4.5]decan-3-ylamino)propoxy)phenylsulfonyl)acetamide